COC([C@@H](NC(C1=CC=C(C=C1)F)=O)CC1=CC=CC=C1)=O (4-fluorobenzoyl)-L-phenylalanine methyl ester